(1-((1,3-dimethyl-1H-pyrazol-4-yl)methyl)-1H-pyrazol-4-yl)methylamine hydrochloride Cl.CN1N=C(C(=C1)CN1N=CC(=C1)CN)C